FC1=CC2=C(N=C(N=C2N2[C@@H](CNCC2)C)OC[C@H]2N(CCC2)C)N=C1C=1C=CC=C2C=CC=NC12 6-fluoro-4-((R)-2-methylpiperazin-1-yl)-2-(((S)-1-methylpyrrolidin-2-yl)methoxy)-7-(quinolin-8-yl)pyrido[2,3-d]pyrimidine